O=C(CCC1CN(CCC1)C(=O)OC(C)(C)C)NC1=CC=CC=C1 tert-butyl 3-(3-oxo-3-(phenylamino)propyl)piperidine-1-carboxylate